((1r,4r)-4-aminocyclohexyl)methanol hydrochloride Cl.NC1CCC(CC1)CO